1-hexadecanoyl-2-(6Z,9Z-octadecadienoyl)-sn-glycero-3-phosphocholine CCCCCCCCCCCCCCCC(=O)OC[C@H](COP(=O)([O-])OCC[N+](C)(C)C)OC(=O)CCCC/C=C\C/C=C\CCCCCCCC